N-{6-[(3-cyclopropyl-1H-pyrazol-5-yl)amino]-5-methoxy-1,2-benzoxazol-3-yl}-4-{5-[(dimethylamino)methyl]pyrimidin-2-yl}-2,6-dimethoxybenzene-1-sulfonamide C1(CC1)C1=NNC(=C1)NC1=CC2=C(C(=NO2)NS(=O)(=O)C2=C(C=C(C=C2OC)C2=NC=C(C=N2)CN(C)C)OC)C=C1OC